FC=1C=CC(=C(C1)C(C(=O)O)N1CC(C1)OCCCCCC1=NC=2NCCCC2C=C1)C1CCOCC1 2-(5-fluoro-2-(tetrahydro-2H-pyran-4-yl)phenyl)-2-(3-((5-(5,6,7,8-tetrahydro-1,8-naphthyridin-2-yl)pentyl)oxy)azetidin-1-yl)acetic acid